ClC1=NC(=NC(=C1)C1=CC2=CC=CC=C2C=C1)C1=CC=CC=C1 4-chloro-6-(naphthalen-2-yl)-2-phenylpyrimidine